{3-[4-(5-Fluoro-1H-pyrrolo[2,3-b]pyridin-4-yl)-1H-pyrazol-1-yl]-1-[1-(methylsulfonyl)piperidin-4-yl]azetidin-3-yl}acetonitrile FC=1C(=C2C(=NC1)NC=C2)C=2C=NN(C2)C2(CN(C2)C2CCN(CC2)S(=O)(=O)C)CC#N